1-hydroxymethyl-2,4-divinylcyclopentane OCC1C(CC(C1)C=C)C=C